FC1=C(C=C(C=C1)CC1=NNC(C2=CC=CC=C12)=O)P1(CCN(CC1)C1=C(C#N)C=CC=N1)=O 2-(4-(2-fluoro-5-((4-oxo-3,4-dihydrophthalazin-1-yl)methyl)phenyl)-4-oxido-1,4-azaphosphinan-1-yl)nicotinonitrile